5-[(5-{[2-chloro-4-(phenyloxy)phenyl]carbonyl}-7H-pyrrolo[2,3-d]pyrimidin-4-yl)amino]pentan ClC1=C(C=CC(=C1)OC1=CC=CC=C1)C(=O)C1=CNC=2N=CN=C(C21)NCCCCC